(Z)-4-((2-((4-amino-2-fluorobut-2-en-1-yl)sulfonyl)phenoxy)methyl)benzenesulfonamide hydrochloride Cl.NC\C=C(\CS(=O)(=O)C1=C(OCC2=CC=C(C=C2)S(=O)(=O)N)C=CC=C1)/F